5-((3-(4-(4-(8-(3,5-difluoro-4-(morpholinomethyl)phenyl)quinoxalin-2-yl)-1H-pyrazol-1-yl)piperidin-1-yl)-3-oxopropyl)amino)-2-(2,6-dioxopiperidin-3-yl)isoindoline-1,3-dione FC=1C=C(C=C(C1CN1CCOCC1)F)C=1C=CC=C2N=CC(=NC12)C=1C=NN(C1)C1CCN(CC1)C(CCNC=1C=C2C(N(C(C2=CC1)=O)C1C(NC(CC1)=O)=O)=O)=O